BrCC(=O)C=1C=NC=NC1 2-bromo-1-pyrimidin-5-yl-ethanone